COC1=CC=C(C=C1)C(OC[C@]1(O[C@H](CN(C1)C(C)C)N1C2=NC=NC(=C2N=C1)NC(C1=CC=CC=C1)=O)CO[Si](C(C)C)(C(C)C)C(C)C)(C1=CC=CC=C1)C1=CC=C(C=C1)OC N-[9-[(2R,6S)-6-[[bis(4-methoxyphenyl)-phenyl-methoxy]methyl]-4-isopropyl-6-(triiso-propylsilyloxymethyl)morpholin-2-yl]purin-6-yl]benzamide